ClC1=C(C=C(C=C1)OC)CO (2-chloro-5-methoxyphenyl)methanol